1-(4-(2-(3-cyclopropyl-1H-pyrazol-1-yl)-6-((4,4-difluorocyclohexyl)amino)pyrimidin-4-yl)-3,6-dihydropyridin-1(2H)-yl)ethan-1-one C1(CC1)C1=NN(C=C1)C1=NC(=CC(=N1)C=1CCN(CC1)C(C)=O)NC1CCC(CC1)(F)F